2-[3'-(triphenylen-2-yl)-1,1'-biphenyl-3-yl]-4,6-diphenyl-1,3,5-triazin C1=C(C=CC=2C3=CC=CC=C3C3=CC=CC=C3C12)C=1C=C(C=CC1)C1=CC(=CC=C1)C1=NC(=NC(=N1)C1=CC=CC=C1)C1=CC=CC=C1